4-(trifluoromethyl)benzohydrazide-2,3,6-d3 FC(C1=C(C(=C(C(=O)NN)C(=C1)[2H])[2H])[2H])(F)F